ClC1=C(C=CC(=C1)F)[C@H](C)NC(=O)[C@]1(C=2C=CC=NC2C(CC1)=O)F (S)-N-((S)-1-(2-chloro-4-fluoro-phenyl)ethyl)-5-fluoro-8-oxo-5,6,7,8-tetrahydro-quinoline-5-carboxamide